OCCCCCCCCCC=CC=CC=CC=CC=CC(=O)O[C@H](CO)COP(=O)([O-])OCC[N+](C)(C)C 2-(hydroxyeicosapentaenoyl)-sn-glycero-3-phosphocholine